Cl.NCC1=CC=C(C=C1)COC1=CC=C(C=C1)NC(=O)NCC=1C=C2CN(C(C2=CC1)=O)C1C(NC(CC1)=O)=O 1-[4-[[4-(aminomethyl)phenyl]methoxy]phenyl]-3-[[2-(2,6-dioxo-3-piperidyl)-1-oxo-isoindolin-5-yl]methyl]urea HCl salt